3-chloro-4-(4-(trifluoromethyl)-1H-1,2,3-triazol-1-yl)aniline ClC=1C=C(N)C=CC1N1N=NC(=C1)C(F)(F)F